1-(tert-butyl) 3-ethyl 4-(((trifluoromethyl) sulfonyl) oxy)-5,6-dihydropyridine-1,3(2H)-dicarboxylate FC(S(=O)(=O)OC1=C(CN(CC1)C(=O)OC(C)(C)C)C(=O)OCC)(F)F